COC1=CC=C(C=C1)[C@H](C1CCN(CC1)C(=O)C=1C=CC2=C(NC(CO2)=O)C1)C1=CC=CC=C1 |o1:8| 6-[4-[(R or S)-(4-Methoxyphenyl)-phenyl-methyl]piperidine-1-carbonyl]-4H-1,4-benzoxazin-3-one